6-(4-Fluoro-3-pentafluoroethyl-phenyl)-3-[4-fluoro-1-(tetrahydropyran-2-yl)-1H-indazol-5-yl]-2-trifluoromethyl-imidazo[1,2-a]pyrazine FC1=C(C=C(C=C1)C=1N=CC=2N(C1)C(=C(N2)C(F)(F)F)C=2C(=C1C=NN(C1=CC2)C2OCCCC2)F)C(C(F)(F)F)(F)F